FCCN1C(=NC(=C1)C(F)(F)F)C12CCC(CC1)(CC2)CO (4-(1-(2-fluoroethyl)-4-(trifluoromethyl)-1H-imidazol-2-yl)bicyclo[2.2.2]octan-1-yl)methanol